[N+](=O)([O-])C=1C(=C2C(=NC1)C=CS2)NCCCCNC(OC(C)(C)C)=O Tert-butyl (4-((6-nitrothieno[3,2-b]pyridin-7-yl)amino)butyl)carbamate